C(C)(C)(C)OC(=O)N1C[C@H](CC1)NC1=NC=C(C=C1Cl)S(N(C=1N=CSC1)C(=O)OC(C)(C)C)(=O)=O (S)-3-((5-(N-(tert-Butoxycarbonyl)-N-(thiazol-4-yl)sulfamoyl)-3-chloropyridin-2-yl)amino)pyrrolidine-1-carboxylic acid tert-butyl ester